CC=1C(=NC(=NC1)NC=1C=NN(C1)C1CCOCC1)C1=CC=C(C(=O)N[C@H](C(F)(F)F)C)C=C1 (S)-4-(5-methyl-2-((1-(tetrahydro-2H-pyran-4-yl)-1H-pyrazol-4-yl)amino)pyrimidin-4-yl)-N-(1,1,1-trifluoropropan-2-yl)benzamide